2-(difluoromethyl)-5-(3-fluoro-4-((4-(2-methylisoindolin-4-yl)-1H-1,2,3-triazol-1-yl)methyl)phenyl)-1,3,4-oxadiazole FC(C=1OC(=NN1)C1=CC(=C(C=C1)CN1N=NC(=C1)C1=C2CN(CC2=CC=C1)C)F)F